Nitro-3-(4-(4-(trifluoromethoxy) benzyl) piperazine-1-carbonyl)-[1,1'-biphenyl]-4-ylmethanesulfonate [N+](=O)([O-])C(S(=O)(=O)[O-])C1=C(C=C(C=C1)C1=CC=CC=C1)C(=O)N1CCN(CC1)CC1=CC=C(C=C1)OC(F)(F)F